Methylsilanol-Hydroxyprolin N1[C@@H](C[C@@H](O)C1)C(=O)O.C[SiH2]O